2,4-bis(allyloxy)-6-chloro-1,3,5-triazine C(C=C)OC1=NC(=NC(=N1)OCC=C)Cl